BrC=1C=CC(=C(CN(C(C)C)C)C1)N1CCOCC1 N-(5-bromo-2-morpholinobenzyl)-N-methylpropan-2-amine